C1(CC1)N1C=C(C2=C1N=CN=C2N)I 7-cyclopropyl-5-iodo-7H-pyrrolo[2,3-D]Pyrimidin-4-amine